COC(C1=C(C(=C(C=C1C)OC(CCCCCC)CC=CCCCCCCCC(=O)OC)C)O)=O 2-hydroxy-4-((18-methoxy-18-oxooctadec-9-en-7-yl)oxy)-3,6-dimethylbenzoic acid methyl ester